ClC=1C(=NC=CC1C1=C(C(=CC=C1)NC(=O)C=1N(C2=C(CNCC2)N1)C)Cl)C1=CC(=C(CNCCC(=O)O)C=C1)OC 3-((4-(3-chloro-4-(2-chloro-3-(1-methyl-4,5,6,7-tetrahydro-1H-imidazo[4,5-c]pyridine-2-carboxamido)phenyl)pyridin-2-yl)-2-methoxybenzyl)amino)propanoic acid